[Si](C)(C)(C(C)(C)C)OC1=C(C=CC=C1OC)C=CC(CC(=O)OCC)=O Ethyl 5-(2-((tert-butyldimethylsilyl) oxy)-3-methoxyphenyl)-3-oxo-4-pentenoate